thiapyrane S1CC=CC=C1